5-chloro-2-(1H-tetrazol-1-yl)benzyl (1-((6-cyclopropylimidazo[1,2-a]pyridin-2-yl)methyl)-1H-imidazo[4,5-c]pyridin-6-yl)carbamate C1(CC1)C=1C=CC=2N(C1)C=C(N2)CN2C=NC=1C=NC(=CC12)NC(OCC1=C(C=CC(=C1)Cl)N1N=NN=C1)=O